ClC=1C=C(NC2(CCC3(C(=CC4=CC=CC=C34)C3=C(C=CC=C3OC)Cl)CC2)C(=O)O)C=CC1 (1s,4s)-4-(3-Chloroanilino)-2'-(2-chloro-6-methoxyphenyl)spiro[cyclohexane-1,1'-indene]-4-carboxylic acid